CC1=NNN=C1 4-methyl-2H-1,2,3-triazol